ethyl 2H-thieno[3,2-e]indazole-7-carboxylate C=1NN=C2C=CC3=C(C12)C=C(S3)C(=O)OCC